FC1=C(SC(=C1I)I)C(=O)O fluoro-4,5-diiodo-thiophene-2-carboxylic acid